C1(CC1)N[C@H]1CN(CC1)C=1C2=CN(N=C2C(=C(C1)F)C(=O)NC=1C=C(C=2N(C1)C=C(N2)C)F)C 4-[(3R)-3-(cyclopropylamino)pyrrolidin-1-yl]-6-fluoro-N-{8-fluoro-2-methylimidazo[1,2-a]pyridin-6-yl}-2-methylindazole-7-carboxamide